(1R,3R,5R)-ethyl 2-azabicyclo[3.1.0]hexane-3-carboxylate hydrochloride Cl.[C@@H]12N[C@H](C[C@H]2C1)C(=O)OCC